N-(4-(2-(4-bromophenyl)propan-2-yl)thiazol-2-yl)-1H-indole-5-carboxamide BrC1=CC=C(C=C1)C(C)(C)C=1N=C(SC1)NC(=O)C=1C=C2C=CNC2=CC1